bromo-2-chloro-4-(difluoromethoxy)-5-iodobenzene BrC1=C(C=C(C(=C1)I)OC(F)F)Cl